3-(2-cyclopentyl-2-hydroxy-2-phenylacetoxy)-1,1-dimethylpyrrolidinium bromide [Br-].C1(CCCC1)C(C(=O)OC1C[N+](CC1)(C)C)(C1=CC=CC=C1)O